6-(4,5-dichloro-1,1-dioxido-3-oxoisothiazol-2(3H)-yl)hexanoic acid ClC=1C(N(S(C1Cl)(=O)=O)CCCCCC(=O)O)=O